COC1=CCC2=C(C=CC=C12)C#N 3-methoxy-1H-indene-7-carbonitrile